C(C)OC(=O)N1CCN(CC1)C(=O)OCC1=CC=CC=C1 N-Cbzpiperazine-4-carboxylic acid ethyl ester